N-(2-(3-(Dimethylamino)propoxy)-5-(3'-methyl-2'-oxo-2',3'-dihydrospiro[cyclopropane-1,1'-pyrrolo[2,3-c]quinolin]-8'-yl)pyridin-3-yl)-4-methoxybenzenesulfonamide CN(CCCOC1=NC=C(C=C1NS(=O)(=O)C1=CC=C(C=C1)OC)C1=CC=2C3=C(C=NC2C=C1)N(C(C31CC1)=O)C)C